N1(CCCCC1)C(=O)OCNC1=C(C=CC=C1C(F)(F)F)N (((2-amino-6-(trifluoromethyl) phenyl) amino) methyl) piperidine-1-carboxylate